ClC1=C(C=C(C=C1)C1=NN2C(COCC2)=C1C1=C2C(=NC=C1)NN=C2)F 2-(4-Chloro-3-fluoro-phenyl)-3-(1H-pyrazolo[3,4-b]pyridin-4-yl)-6,7-dihydro-4H-pyrazolo[5,1-c][1,4]oxazine